N[C@H](CCCCNC(OC(C)(C)C)=O)C tert-butyl (S)-(5-aminohexyl)carbamate